[N+](=O)([O-])C1=CN=C(S1)NC(=O)N 5-nitro-1,3-thiazol-2-ylurea